3-Hydroxy-4-(5-((1-methylazetidin-3-yl)oxy)isoindoline-2-carbonyl)-5-(pyridin-2-ylmethoxy)benzonitrile OC=1C=C(C#N)C=C(C1C(=O)N1CC2=CC=C(C=C2C1)OC1CN(C1)C)OCC1=NC=CC=C1